BrC=1C=C(C=CC1)SC(C(=O)OCC)(C)C ethyl 2-((3-bromophenyl)thio)-2-methylpropanoate